NC=1C=NN2C1N=C(C=C2NCCCC=2NC=CN2)C 3-amino-5-methyl-7-imidazolylpropylaminopyrazolo[1,5-a]pyrimidine